methyl (R)-2-hydroxylpropionate O[C@@H](C(=O)OC)C